(+-)-1-(9H-4-carbazolyloxy)-3-(2-methoxyanilino)-2-propanol C1=CC=C(C=2C3=CC=CC=C3NC12)OC[C@@H](CNC1=C(C=CC=C1)OC)O |r|